C1(CCC1)NC(C[C@H](CCN1CC(CCC1)(F)F)NC(=O)C1=NN(C(=N1)C1=C(C=CC=C1)C(F)(F)F)C1CCCC1)=O (3S)-N-cyclobutyl-3-({1-cyclopentyl-5-[2-(trifluoromethyl)phenyl]-1H-1,2,4-triazol-3-yl}formamido)-5-(3,3-difluoropiperidin-1-yl)pentanamide